C1(CC1)C=1N=C(C=2N(C1)C=C(N2)CN(C)CC2=CC=C(C=C2)OC)N2C(CCC2)=O 1-(6-cyclopropyl-2-(((4-methoxybenzyl)(methyl)amino)methyl)imidazo[1,2-a]pyrazin-8-yl)pyrrolidine-2-one